ethyl-dimethyl-oleylammonium ethylsulfate C(C)OS(=O)(=O)[O-].C(C)[N+](CCCCCCCC\C=C/CCCCCCCC)(C)C